tert-butyl (3R,4R)-4-{[7-(difluoromethoxy)-4-(1-methyl-3-phenyl-1H-pyrazol-4-yl)quinazolin-6-yl]oxy}-3-fluoropiperidine-1-carboxylate FC(OC1=C(C=C2C(=NC=NC2=C1)C=1C(=NN(C1)C)C1=CC=CC=C1)O[C@H]1[C@@H](CN(CC1)C(=O)OC(C)(C)C)F)F